(3-tert-butyl-3-oxo-propyl)ammonium chloride [Cl-].C(C)(C)(C)C(CC[NH3+])=O